(2,2,2-trifluoroethyl) (perfluoro-n-propyl) disulfide FC(C(C(F)(F)F)(F)F)(F)SSCC(F)(F)F